BrC1=CC2=CN(N=C2C=C1OC)C1CCC(CC1)(O)C 4-(5-bromo-6-methoxy-2H-indazol-2-yl)-1-methylcyclohexane-1-ol